N-[12-(((7-diethylaminocoumarin-3-yl)carbonyl)methylamino)octadecanoyl]-2-aminopalmitic acid C(C)N(C1=CC=C2C=C(C(OC2=C1)=O)C(=O)CNC(CCCCCCCCCCC(=O)NC(C(=O)O)CCCCCCCCCCCCCC)CCCCCC)CC